FC1(CNCC[C@@H]1C1=CC(=C(C=C1)C1=C2C=C(NC2=C(C(=C1)C=1CN(CCC1)C(C(C)C)=O)F)C(=O)N(C)C)F)F (R)-4-(4-(3,3-difluoropiperidin-4-yl)-2-fluorophenyl)-7-fluoro-6-(1-isobutyryl-1,2,5,6-tetrahydropyridin-3-yl)-N,N-dimethyl-1H-indole-2-carboxamide